NC=1SC=C(N1)C1=CC=C(C=C1)O 4-(2-aminothiazolyl)-phenol